The molecule is a dihydroxydocosahexaenoic acid that is (4Z,8E,10E,12Z,16Z,19Z)-docosahexaenoic acid in which the two hydroxy substituents are located at the 7R- and 14S-positions. It has a role as an anti-inflammatory agent, a human xenobiotic metabolite, a hepatoprotective agent and a specialised pro-resolving mediator. It is a dihydroxydocosahexaenoic acid and a secondary allylic alcohol. It derives from an all-cis-docosa-4,7,10,13,16,19-hexaenoic acid. CC/C=C\\C/C=C\\C[C@@H](/C=C\\C=C\\C=C\\[C@@H](C/C=C\\CCC(=O)O)O)O